C(CCCCC(=O)[O-])(=O)OCCO (β-hydroxylethyl) adipate